FC1(CCCCC1)C(=O)O 1-fluorocyclohexane-1-carboxylic acid